C(C)(C)(C)C1=CC=C(C=C1)N(C(=O)C1N(CC1(C)C)C#N)C(C(=O)NC1CCCCC1)C=1C=NC=CC1 N-(4-tert-butylphenyl)-1-cyano-N-[2-(cyclohexylamino)-2-oxo-1-(3-pyridyl)ethyl]-3,3-dimethyl-azetidine-2-carboxamide